CC(C=C)(CCC=C(C)C)CC(=O)O.C(C)(=O)OC(C)(C=C)CCC=C(C)C.[Ne].[He] HELIUM NEON Linalyl Acetate (3,7-dimethylocta-1,6-dien-3-yl acetate)